C(C)(C)N(C(C)C)CC1=CC=C(CSC2=C3CN(C(C3=CC=C2)=O)C2C(NC(CC2)=O)=O)C=C1 3-(4-((4-((diisopropylamino)methyl)benzyl)thio)-1-oxoisoindolin-2-yl)piperidine-2,6-dione